4-cyclopropyl-3-fluoro-5-methylaniline C1(CC1)C1=C(C=C(N)C=C1C)F